2,4,8-trichloro-9-((2-(trimethylsilyl)ethoxy)methyl)-9H-pyrido[4',3':4,5]pyrrolo[2,3-d]pyrimidine ClC=1N=C(C2=C(N1)N(C1=C2C=CN=C1Cl)COCC[Si](C)(C)C)Cl